ALPHA-METHYLEN-GAMMA-BUTYROLACTON C=C1C(=O)OCC1